NCCC=1C=C(C=CC1)NC=1C(=NC(=C(N1)N(C)C(C)C)C)C(=O)N 3-((3-(2-aminoethyl)phenyl)amino)-5-(isopropyl(methyl)amino)-6-methylpyrazine-2-carboxamide